CC1CC(C1)(C#N)C1=CC=C(C=C1)OC(F)(F)F 3-methyl-1-[4-(trifluoromethoxy)phenyl]cyclobutanecarbonitrile